C(C)N1N=C2N=C(C=NC2=C1)N[C@@H](C)C=1C=C(C=CC1C)NC(CC1=NC(=C(C=C1)F)CN1CCN(CC1)C)=O (S)-N-(3-(1-((2-ethyl-2H-pyrazolo[3,4-b]pyrazin-6-yl)amino)ethyl)-4-methylphenyl)-2-(5-fluoro-6-((4-methylpiperazin-1-yl)methyl)pyridin-2-yl)acetamide